(Z)-1-(3-(tert-butyl)isoxazol-5-yl)-3-(3-((4-methyl-1H-imidazol-5-yl)methylene)-2-oxindol-6-yl)urea C(C)(C)(C)C1=NOC(=C1)NC(=O)NC1=CC=C2/C(/C(NC2=C1)=O)=C/C1=C(N=CN1)C